C(C)(C)(C)OC(=O)N1CCC(CC1)C1=CN(C(=C1N)C#N)C1=CC=C(C=C1)C(NC1=NC=CC(=C1)C(F)(F)F)=O 4-(4-amino-5-cyano-1-(4-((4-(trifluoromethyl)pyridin-2-yl)carbamoyl)phenyl)-1H-pyrrol-3-yl)piperidine-1-carboxylic acid tert-butyl ester